ClC=1N=CC=C2C=NN(B(C12)O)C1=C(C=CC=C1)F 8-Chloro-2-(o-fluorophenyl)-1,2-dihydro-2,3,7-triaza-1-bora-1-naphthol